(S)-2-((6-(1,1-difluoroethyl)-2-methylpyridin-3-yl)sulfonyl)-6-(1-(tetrahydro-2H-pyran-4-yl)ethyl)-2,6-diazaspiro[3.3]heptane FC(C)(F)C1=CC=C(C(=N1)C)S(=O)(=O)N1CC2(C1)CN(C2)[C@@H](C)C2CCOCC2